C(C)OC(=O)C1=NC=2N(C(=C1C)N(C1CCOCC1)CC)N=C(C2C#N)SC 3-cyano-7-(ethyl-(tetrahydro-2H-pyran-4-yl)amino)-6-methyl-2-(methylthio)pyrazolo[1,5-a]Pyrimidine-5-carboxylic acid ethyl ester